C(CC)OC(NC1=C(C=C(C=C1)NCC1=CC=C(C=C1)C(C)C)C1=CC=CC=C1)=O [5-(4-Isopropylbenzylamino)-biphenyl-2-yl]-carbamic acid propyl ester